C(C=C)NCCCCCCC N-allyl-1-heptanamine